C(C)(C)OC=1C(=CC2=CN(N=C2C1)C12COC(C1)(C2)C)C(=O)NC=2C(N(C=CC2)[C@H]2[C@@H](C2)C)=O (trans)-6-isopropoxy-2-(1-methyl-2-oxabicyclo[2.1.1]hex-4-yl)-N-(1-(2-methylcyclopropyl)-2-oxo-1,2-dihydropyridin-3-yl)-2H-indazole-5-carboxamide